N1=CN=C(C2=C1C=CC=N2)NC2CCC(C1=CC=CC=C21)=O 4-(Pyrido[3,2-d]pyrimidin-4-ylamino)tetralin-1-one